6-bromo-3-methyl-2-(trifluoromethyl)imidazo[4,5-b]pyridine BrC=1C=C2C(=NC1)N(C(=N2)C(F)(F)F)C